ClC1=NC(=C2N=CN(C2=N1)C[C@@H]1OC[C@H]2OC(O[C@H]21)(C)C)Cl 2,6-dichloro-9-(((3aS,4S,6aR)-2,2-dimethyltetrahydrofuro[3,4-d][1,3]dioxol-4-yl)methyl)-9H-purine